FC(C1=CC=C(C=C1)C=1N=C(OC1)NC(C(C)C)=O)(F)F N-(4-(4-(trifluoromethyl)phenyl)oxazol-2-yl)isobutyramide